CN(C)CC1=C(C=CC(=N1)NC=1C=CC(=C2CNC(C12)=O)C1=CN=C2N1C=CC(=C2)F)N2C[C@H](OCC2)C(C)(C)O (S)-7-((6-((dimethylamino)-methyl)-5-(2-(2-hydroxypropan-2-yl)morpholino)pyridin-2-yl)amino)-4-(7-fluoroimidazo[1,2-a]pyridin-3-yl)isoindolin-1-one